2-((4-(3,3-dichloroallyl)-7-fluoro-3-oxo-3,4-dihydrobenzoxazin-6-yl)carbamoyl)cyclohex-1-ene-1-carboxylic acid ClC(=CCC1C(NOC2=C1C=C(C(=C2)F)NC(=O)C2=C(CCCC2)C(=O)O)=O)Cl